C(C)(C)(C)C=1C=C(C=C(C1O)C)CCC(=O)OCCOCCOC(CCC1=CC(=C(C(=C1)C)O)C(C)(C)C)=O diethylene glycol bis[beta-(3-tertiary butyl-4-hydroxy-5-methylphenyl) propionate]